(1S)-2,3-dihydro-1H-inden-1-amine [C@@H]1(CCC2=CC=CC=C12)N